2'-fluoro uridine-3'-phosphate P(=O)(O)(O)O[C@H]1[C@]([C@@H](O[C@@H]1CO)N1C(=O)NC(=O)C=C1)(O)F